4-(2-hydroxyphenyl)fluorene tert-butyl-(2S)-2-methyl-4-[1-[[5-methyl-3-(6-methyl-3-pyridyl)isoxazol-4-yl]methyl]-6-oxo-pyridazin-4-yl]piperazine-1-carboxylate C(C)(C)(C)OC(=O)N1[C@H](CN(CC1)C=1C=NN(C(C1)=O)CC=1C(=NOC1C)C=1C=NC(=CC1)C)C.OC1=C(C=CC=C1)C1=CC=CC=2CC3=CC=CC=C3C12